Cl.NCCNS(=O)(=O)C1=C(C=CC=C1)OCCCCCC N-(2'-aminoethyl)-2-hexyloxybenzene-1-sulfonylamine hydrochloride